1-(4-Chloro-2,6-di-fluoro-phenyl)eth-anone ClC1=CC(=C(C(=C1)F)C(C)=O)F